N-(cyclobutylmethyl)aniline C1(CCC1)CNC1=CC=CC=C1